ClC=1C=C(C(=CC1)C=1C(=CC=CC1)C1=CC=CC=C1)C(=O)OC methyl 4-chloro-[1,1':2',1''-terphenyl]-2-carboxylate